N-[(1S,2S)-2-hydroxycyclopentyl]-2-[[2-(4-methoxypyridin-2-yl)-5H,6H,7H-cyclopenta[d]pyrimidin-4-yl](methyl)amino]acetamide O[C@@H]1[C@H](CCC1)NC(CN(C)C=1C2=C(N=C(N1)C1=NC=CC(=C1)OC)CCC2)=O